CC(C(=O)O)(C)C=1C=CC2=C(N(C=N2)COCC[Si](C)(C)C)C1 2-methyl-2-(1-((2-(trimethylsilyl)ethoxy)methyl)-1H-benzo[d]imidazol-6-yl)propanoic acid